FC=1C(=NC(=NC1)NC1=C(C=CC(=C1)N1CCN(CC1)C)OC(F)(F)F)N1C=C2C(N(C(CC2=C1)C)C(=O)OC(C)(C)C)=O tert-butyl 2-(5-fluoro-2-((5-(4-methylpiperazin-1-yl)-2-(trifluoromethoxy) phenyl) amino) pyrimidin-4-yl)-6-methyl-4-oxo-2,4,6,7-tetrahydro-5H-pyrrolo[3,4-c]pyridine-5-carboxylate